OCCN1C[C@H](C[C@H](C1)NC=1OC=2C(=NC(=CC2)C2=C(C=C(C=C2C)C(F)(F)F)O)N1)O (3S,5R)-1-(2-hydroxyethyl)-5-[[5-[2-hydroxy-6-methyl-4-(trifluoromethyl)phenyl]oxazolo[4,5-b]pyridin-2-yl]amino]piperidin-3-ol